N1(C=2N(CCC1)CCCN2)C2=NC1=C3N=C(C=CC3=CC=C1C=C2)C2=CC=CC=C2 2-(1,3,4,6,7,8-hexahydro-2H-pyrimido[1,2-a]pyrimidin-1-yl)-9-phenyl-1,10-phenanthroline